C1CCC2(C3CCC(C12)C3)C(=O)OCC octahydro-4,7-methano-3aH-indene-3a-carboxylic acid, ethyl ester